4,4'-bis[dimethylsilyl]biphenyl C[SiH](C1=CC=C(C=C1)C1=CC=C(C=C1)[SiH](C)C)C